S1C=NC2=C1C=CC(=C2)NC2=CC=NC1=CC=C(C=C21)C2=C(C=C(CN1CCN(CC1)CCO)C=C2)F 2-(4-(4-(4-(benzo[d]thiazol-5-ylamino)quinolin-6-yl)-3-fluorobenzyl)piperazin-1-yl)ethan-1-ol